2-[[(butylthio)thiooxymethyl]thio]propanoic acid C(CCC)SSOCSC(C(=O)O)C